ClC1=CNC2=C(C=CC(=C12)Cl)C1=C(C=CC(=C1)S(=O)(=O)NCC1=C(C=CC=C1)OC1=C(C=CC=C1)C)S(=O)(=O)N (3,4-dichloro-1H-indol-7-yl)-N4-(2-(o-tolyloxy)benzyl)benzene-1,4-disulfonamide